2-ethyl-9,10-dihydroxyanthracene disodium salt [Na].[Na].C(C)C1=CC2=C(C3=CC=CC=C3C(=C2C=C1)O)O